2-(2-(ethyl(2-(4-((6-hydroxy-2-(4-(methylsulfonyl)phenyl)naphthalene-1-yl)oxy)phenoxy)Ethyl)amino)ethoxy)acetic acid C(C)N(CCOCC(=O)O)CCOC1=CC=C(C=C1)OC1=C(C=CC2=CC(=CC=C12)O)C1=CC=C(C=C1)S(=O)(=O)C